6-fluoro-5-[4-[(5-fluoro-2-methoxy-3-oxo-4H-quinoxalin-6-yl)methyl]piperazin-1-yl]-N-methyl-pyridine FC1=C(C=CCN1C)N1CCN(CC1)CC=1C(=C2NC(C(=NC2=CC1)OC)=O)F